3-[3-(Methylcarbamoyl)phenyl]-1-sulfamoyl-pyrrole CNC(=O)C=1C=C(C=CC1)C1=CN(C=C1)S(N)(=O)=O